(R)-N-(2-cyclopropyl-3-(2,4-difluorophenyl)-2-methylpropyl)-1-methyl-5-oxo-4,5-dihydro-1H-1,2,4-triazole-3-carboxamide C1(CC1)[C@](CNC(=O)C1=NN(C(N1)=O)C)(CC1=C(C=C(C=C1)F)F)C